4-bromo-5,6-difluoro-N1-methylbenzene-1,2-diamine BrC=1C=C(C(=C(C1F)F)NC)N